N-(3-phenoxyl-benzyl)-4-vinylaniline O(C1=CC=CC=C1)C=1C=C(CNC2=CC=C(C=C2)C=C)C=CC1